C(C)C(C(=O)[O-])(C)C1=CC(=C(C=C1)O)OC ethyl-(4-hydroxy-3-methoxy-phenyl)-propionate